COC1=C(C(=CC=C1)OC)C1=C2C([Si](C3=C1C=CC(=C3)N(C)C)(C)CCCI)=CC(C=C2)=[N+](C)C N-(10-(2,6-Dimethoxyphenyl)-7-(dimethylamino)-5-(3-iodopropyl)-5-methyldibenzo[b,e]silin-3(5H)-ylidene)-N-methylmethanaminium